C1(=CC=CC=C1)C(CC)=O (R)-1-phenyl-1-propanone